2-Methyloctanal CC(C=O)CCCCCC